(Z)-3-((tert-butylamino)methylene)-2-(5-chloro-1H-indol-1-yl)chroman-4-one C(C)(C)(C)N\C=C/1\C(OC2=CC=CC=C2C1=O)N1C=CC2=CC(=CC=C12)Cl